tri(triphenylphosphine) ruthenium trichloride [Ru](Cl)(Cl)Cl.C1(=CC=CC=C1)P(C1=CC=CC=C1)C1=CC=CC=C1.C1(=CC=CC=C1)P(C1=CC=CC=C1)C1=CC=CC=C1.C1(=CC=CC=C1)P(C1=CC=CC=C1)C1=CC=CC=C1